N1=CC(=CC=C1)NC(=O)C1CC12CCNCC2 N-(pyridin-3-yl)-6-azaspiro[2.5]Octane-1-carboxamide